CN1N=C(C(=C1)C(=O)O)C(F)(F)F 1-methyl-3-trifluoromethyl-4-pyrazoloic acid